8,8-difluoro-2-(3-fluoro-5-methylphenoxy)-5-iodobicyclo[4.2.0]octa-1,3,5-triene-7-ol FC1(C(C2=C(C=CC(=C12)OC1=CC(=CC(=C1)C)F)I)O)F